1,5-Di-tert-butyl-3-ethyl-4-hydroxy-pyrazol C(C)(C)(C)N1N=C(C(=C1C(C)(C)C)O)CC